N-biphenyl-4-yl-N-[2-(9,9-diphenylfluoren-4-yl)phenyl]-9,9-diphenylfluoren-2-amine C1(=CC=C(C=C1)N(C1=CC=2C(C3=CC=CC=C3C2C=C1)(C1=CC=CC=C1)C1=CC=CC=C1)C1=C(C=CC=C1)C1=CC=CC=2C(C3=CC=CC=C3C12)(C1=CC=CC=C1)C1=CC=CC=C1)C1=CC=CC=C1